C1=CC=CC=2C3=CC=CC=C3C(C12)COC(=O)NC(CC(=O)[O-])C(=O)NC1=C(C=C(C=C1)OC)C(C1=CC=C(C=C1)Cl)=O 3-((((9H-fluoren-9-yl)methoxy)carbonyl)amino)-4-((2-(4-chlorobenzoyl)-4-methoxyphenyl)amino)-4-oxobutanoate